COC1=CC=C(C(=O)N[C@H]2C[C@H](CCC2)NC2=CC(=NC3=CC=C(C=C23)OC)C(F)(F)F)C=C1 4-methoxy-N-[(1r,3s)-3-{[6-methoxy-2-(trifluoromethyl)quinolin-4-yl]amino}cyclohexyl]benzamide